4-chlorobenzofurano[3,2-d]pyrimidine ClC=1C2=C(N=CN1)C1=C(O2)C=CC=C1